2,2-difluoro-6-nitrophenol FC1(C(C(=CC=C1)[N+](=O)[O-])O)F